OC1=CC=C(C=C2C(N(C(S2)=NN=C2C(NC3=CC=C(C=C23)Br)=O)C2=CC=C(C=C2)F)=O)C=C1 3-(2-(5-(4-hydroxybenzylidene)-3-(4-fluorophenyl)-4-oxothiazolidin-2-ylidene)hydrazono)-5-bromo-1H-indol-2-one